9-fluoro-3-[4-(pyrazin-2-yl)-1,3-thiazol-2-yl]-1,3,4,11,12,12a-hexahydropyrido[1,2-b][2]benzazepin-6(2H)-one FC=1C=CC2=C(CCC3N(C2=O)CC(CC3)C=3SC=C(N3)C3=NC=CN=C3)C1